5,6-diethyl-3-[(4-methylphenyl)sulfanyl]pyridazine-4-carboxylic acid C(C)C=1C(=C(N=NC1CC)SC1=CC=C(C=C1)C)C(=O)O